COC1=CC=C(C=N1)C=1C(=NC=NC1)C1=CC(=C(C(=C1)OC)OC)OC 5-(6-methoxypyridin-3-yl)-4-(3,4,5-trimethoxyphenyl)pyrimidine